3-{[(5-bromopyridin-3-yl)amino]methyl}-N-[(1s,2s)-1,3-dihydroxy-1-phenylpropan-2-yl]-4-methylbenzamide BrC=1C=C(C=NC1)NCC=1C=C(C(=O)N[C@H]([C@H](C2=CC=CC=C2)O)CO)C=CC1C